O[C@H](C(=O)[O-])CCC(=O)[O-].[Na+].[Na+] Dinatrium (S)-2-hydroxyglutarat